(4-(2-(2,6-dimethylpyridin-4-yl)-3-isopropyl-1H-indol-5-yl)piperidin-1-yl)((2S,4R)-4-fluoropyrrolidin-2-yl)methanone CC1=NC(=CC(=C1)C=1NC2=CC=C(C=C2C1C(C)C)C1CCN(CC1)C(=O)[C@H]1NC[C@@H](C1)F)C